BrC=1C(=CC=C2C=CNC12)C(F)F 7-bromo-6-(difluoromethyl)-1H-indole